(S)-8-(1-((benzyloxy)carbonyl)pyrrolidin-2-yl)-7H-purine-6-carboxylic acid methyl ester COC(=O)C1=C2NC(=NC2=NC=N1)[C@H]1N(CCC1)C(=O)OCC1=CC=CC=C1